5-(6-chloro-4-((3R,5S)-5-(difluoromethyl)morpholin-3-yl)pyridin-2-yl)-2-fluorobenzamide ClC1=CC(=CC(=N1)C=1C=CC(=C(C(=O)N)C1)F)[C@H]1N[C@@H](COC1)C(F)F